C1=CC=CC=2C3=CC=CC=C3C(C12)COC(=O)N([C@H](C(=O)O)CC(=O)OC)C (S)-2-((((9H-fluoren-9-yl)methoxy)carbonyl)(methyl)amino)-4-methoxy-4-oxobutanoic acid